C1(CCCCC1)N(CC)C\C=C/C1=CC(=C(C=C1)C1CCCCC1)Cl cis-N-cyclohexyl-N-ethyl-3-(3-chloro-4-cyclohexylphenyl)prop-2-enylamine